ethyl 3,4-dichloro-7-methoxy-1-{[2-(trimethylsilyl)ethoxy]methyl}-1H-pyrrolo[2,3-c]pyridine-2-carboxylate ClC1=C(N(C2=C(N=CC(=C21)Cl)OC)COCC[Si](C)(C)C)C(=O)OCC